ClC=1C=C(C=CC1OC(F)(F)F)NC1=NC=NC2=CC(=C(C=C12)OC1CCN(CC1)C(C=C)=O)OC 1-(4-((4-((3-chloro-4-(trifluoromethoxy)phenyl)-amino)-7-methoxy-quinazolin-6-yl)oxy)-piperidin-1-yl)prop-2-en-1-one